((2S,3R)-3-((tert-Butyldimethylsilyl)oxy)-2-(cyclopentyloxy)-3-(3,5-dimethoxy-4-methylphenyl)propyl)-4-methoxypyrazolo[1,5-a]pyridine-7-carboxylic acid methyl ester COC(=O)C1=CC=C(C=2N1N=C(C2)C[C@@H]([C@@H](C2=CC(=C(C(=C2)OC)C)OC)O[Si](C)(C)C(C)(C)C)OC2CCCC2)OC